[C-]1(C=CC=C1)C1=C2NC(=C1)C=C1C=CC(=N1)C=C1C=CC(N1)=CC=1C=CC(N1)=C2.[CH-]2C=CC=C2.[Fe+2] ferrocenyl-porphyrin